ClC1=C(C=C(C(=C1)Cl)Cl)NC(=O)C1=NC(=CC=2C3=CC=CC=C3NC12)C(=O)OC 1-((2,4,5-trichlorophenyl)carbamoyl)-3-methoxycarbonyl-β-carboline